2-((4-chlorophenyl)amino)-1-(4-(5-(trifluoromethyl)-1,2,4-oxadiazol-3-yl)phenyl)ethan-1-one ClC1=CC=C(C=C1)NCC(=O)C1=CC=C(C=C1)C1=NOC(=N1)C(F)(F)F